N-{2-[(2R)-1-methylpyrrolidin-2-yl]-1-{[2-(trimethylsilyl)ethoxy]methyl}pyrrolo[3,2-c]pyridin-6-yl}-4-[1-(oxan-2-yl)pyrazol-4-yl]benzamide CN1[C@H](CCC1)C1=CC=2C=NC(=CC2N1COCC[Si](C)(C)C)NC(C1=CC=C(C=C1)C=1C=NN(C1)C1OCCCC1)=O